OCC=1NC=2N(C(C1)=O)N=C(C2C2=CC=CC=C2)C2=CC=CC=C2 5-(hydroxymethyl)-2,3-diphenylpyrazolo[1,5-a]Pyrimidin-7(4H)-one